COC1=CC=C(C=C1)CN1C(CCCC1=O)=O 1-[(4-methoxyphenyl)methyl]Piperidine-2,6-dione